N[C@]1([C@@H](CC[C@H](C1)CCB(O)O)CNC([C@H](C(C)(C)C)N)=O)C(=O)O (1R,2S,5R)-1-amino-2-(((S)-2-amino-3,3-dimethylbutanamido)methyl)-5-(2-boronoethyl)cyclohexane-1-carboxylic acid